9,9-bis[9-(2-hydroxyethoxy)-3-phenanthryl]-2,7-di(1-naphthyl)fluorene OCCOC=1C2=CC=CC=C2C=2C=C(C=CC2C1)C1(C2=CC(=CC=C2C=2C=CC(=CC12)C1=CC=CC2=CC=CC=C12)C1=CC=CC2=CC=CC=C12)C=1C=CC=2C=C(C3=CC=CC=C3C2C1)OCCO